sulfur, potassium salt [K].[S]